(6-(2-hydroxy-4-(trifluoromethyl)phenyl)-5-methylpyridazin-3-yl)(piperidin-3-yl)methanone TFA salt OC(=O)C(F)(F)F.OC1=C(C=CC(=C1)C(F)(F)F)C1=C(C=C(N=N1)C(=O)C1CNCCC1)C